4-(4-fluorophenyl)-1-(imidazo[1,2-b]pyridazin-6-yl)piperidin-4-ol FC1=CC=C(C=C1)C1(CCN(CC1)C=1C=CC=2N(N1)C=CN2)O